C(C(C)C)N1N=C(C=C1)B(O)O (1-isobutyl-1H-pyrazol-3-yl)boronic acid